2-((4-methoxybenzyl)sulfinyl)-4-(thiophen-2-yl)-6-(trifluoromethyl)pyrimidine COC1=CC=C(CS(=O)C2=NC(=CC(=N2)C=2SC=CC2)C(F)(F)F)C=C1